N1(CCC1)C1=CC2=C(C=C(O2)C(=O)NS(=O)(=O)C2=C(C=CC(=C2)N2C(CCC2)C2=CC=CC=C2)OC)C(=C1)F 6-(Azetidin-1-yl)-4-fluoro-N-[2-methoxy-5-(2-phenylpyrrolidin-1-yl)benzene-1-sulfonyl]-1-benzofuran-2-carboxamide